methyl trihydrogen tetraphosphate O(P(O)(=O)OP(=O)(O)OP(=O)(O)OP(=O)([O-])[O-])C